OCCN(CC(=O)NC=1C=CC=C2C=CNC12)C 2-((2-Hydroxyethyl)(methyl)amino)-N-(1H-indol-7-yl)acetamide